2,6-dimethoxycarbonylphenyl-3-methyl-5-ethyl-4-pyrone COC(=O)C1=C(C(=CC=C1)C(=O)OC)C=1OC=C(C(C1C)=O)CC